N-{[2-(cyclopropylmethoxy)-4,6-difluorophenyl]methyl}-5-{2-acetamidoimidazo[1,2-b]pyridazin-6-yl}-2-methoxypyridine-3-carboxamide C1(CC1)COC1=C(C(=CC(=C1)F)F)CNC(=O)C=1C(=NC=C(C1)C=1C=CC=2N(N1)C=C(N2)NC(C)=O)OC